ClC=1C(=NC(=NC1)NC1=CC(=C(C=C1)N1CCC(CC1)N1CCN(CC1)C)OC(C)C)C1=CN(C2=CC=CC=C12)SCC 5-chloro-4-(1-(ethylsulfanyl)-1H-indol-3-yl)-N-(3-isopropoxy-4-(4-(4-methylpiperazin-1-yl)piperidin-1-yl)phenyl)pyrimidin-2-amine